C(C)(C)(C)C1=CC=C(C=C1)N1CCCC1 1-(4-(tert-butyl)phenyl)pyrrolidine